3-propoxyglycerol triacrylate C(C=C)(=O)O.C(C=C)(=O)O.C(C=C)(=O)O.C(CC)OOCC(CO)O